(2,4,6-trimethylbenzoyl) ethylphosphinate C(C)P(OC(C1=C(C=C(C=C1C)C)C)=O)=O